7-(benzyloxy)-2-(1-methyl-2-oxabicyclo[2.1.1]hex-4-yl)imidazo[1,2-a]pyridine-6-carboxylic acid methyl ester COC(=O)C=1C(=CC=2N(C1)C=C(N2)C21COC(C2)(C1)C)OCC1=CC=CC=C1